1-((3R,5R,8S,9S,10S,13S,14S,17S)-10-ethyl-3-hydroxy-3,13-dimethylhexadecahydro-1H-cyclopenta[a]phenanthren-17-yl)-2-(5-methoxy-1H-benzo[d][1,2,3]triazol-1-yl)ethan-1-one C(C)[C@]12[C@H]3CC[C@@]4([C@H](CC[C@H]4[C@@H]3CC[C@@H]2C[C@](CC1)(C)O)C(CN1N=NC2=C1C=CC(=C2)OC)=O)C